Cl.CN1CCN(CC1)CCN 2-(4-methylpiperazin-1-yl)ethanamine hydrochloride